C(C)(C)(C)OC(N[C@H]1[C@H](CCCC1)NC(C1=CC=C(C=C1)C1=NC(=CN=C1)C=1C=NC=C(C1)F)=O)=O ((1R,2S)-2-(4-(6-(5-Fluoropyridin-3-yl)pyrazin-2-yl)benzoylamino)cyclohexyl)carbamic acid tert-butyl ester